ClC1=CC=2OCC3N(C2N=C1OC)CCNC3 3-chloro-2-methoxy-6a,7,9,10-tetrahydropyrazino[1,2-d]pyrido[3,2-b][1,4]oxazin